CC1=NNC2=C(C=CC=C12)CN1CCC2(CC1)COC1=CC=3C(N(CC3C=C12)C1C(NC(CC1)=O)=O)=O 3-(1'-((3-methyl-1H-indazol-7-yl)methyl)-7-oxo-5,7-dihydro-2H,6H-spiro[furo[2,3-f]isoindole-3,4'-piperidin]-6-yl)piperidine-2,6-dione